ClC=1C(=NC(=NC1)NC1CCOCC1)C1=CC=C2CN(C(C2=C1)=O)[C@H](C(=O)N[C@H](C)C1=CC(=NC=C1F)N(C)C)C (2S)-2-(6-{5-chloro-2-[(oxacyclohex-4-yl)amino]pyrimidin-4-yl}-1-oxo-2,3-dihydro-1H-isoindol-2-yl)-N-[(1R)-1-[2-(dimethylamino)-5-fluoropyridin-4-yl]ethyl]propionamide